4-bromo-N-(3-chloro-5-nitrophenyl)thiophene-2-carboxamide BrC=1C=C(SC1)C(=O)NC1=CC(=CC(=C1)[N+](=O)[O-])Cl